OCCN(\N=C\C1=CC(=C(C=C1)O)OC)C1=NS(C2=C1C=C(C=C2OC)C)(=O)=O 4-[(E)-[2-hydroxyethyl-(7-methoxy-5-methyl-1,1-dioxo-1,2-benzothiazol-3-yl)hydrazono]methyl]-2-methoxy-phenol